3-[4-(trifluoromethyl)phenyl]cyclobutan-1-ol FC(C1=CC=C(C=C1)C1CC(C1)O)(F)F